N1N=NC=C1C(=O)[O-] 1H-1,2,3-triazole-5-carboxylate